1-fluoro-2-(methoxymethoxy)-3-bromo-5-methanesulfonyl-benzene FC1=C(C(=CC(=C1)S(=O)(=O)C)Br)OCOC